CN1N=C2C(=C1)CC1(CCNCC1)C2 2-methyl-2,6-dihydro-4H-spiro[cyclopenta[c]pyrazole-5,4'-piperidine]